2-Bromo-2-(6-(((R)-1-(3-(difluoromethyl)-2-fluorophenyl)ethyl)amino)-5-(1,3-dioxolan-2-yl)-2-methylpyrimidin-4-yl)-N-(1-(fluoromethyl)cyclopropyl)acetamide BrC(C(=O)NC1(CC1)CF)C1=NC(=NC(=C1C1OCCO1)N[C@H](C)C1=C(C(=CC=C1)C(F)F)F)C